1-(2,2-Difluorobutyl)-3-(3-(2-fluorophenyl)-2-phenylquinolin-6-yl)urea FC(CNC(=O)NC=1C=C2C=C(C(=NC2=CC1)C1=CC=CC=C1)C1=C(C=CC=C1)F)(CC)F